C(C)C(C=O)=CC(CCCC)CC 2,4-diethyl-2-octenal